NC1=C(C=NC=C1)C(CC)=O 1-(4-amino-3-pyridyl)propan-1-one